ClC=1C=CC(=NC1C(F)(F)F)NC(C=1NC(=C(N1)S(=O)(=O)C)C)C1=CC(=C(C=C1)F)Cl 5-chloro-N-((3-chloro-4-fluorophenyl)(5-methyl-4-(methylsulfonyl)-1H-imidazol-2-yl)methyl)-6-(trifluoromethyl)pyridin-2-amine